C(C1=CC=CC=C1)OCCOCCCOCC(=O)OC methyl 2-[3-(2-benzyloxyethoxy)propoxy]acetate